FC(CC(C1=C(NC2=CC=CC=C12)C1=CC=CC=C1)C=1SC=CC1S(=O)(=O)F)(F)F 2-(3,3,3-trifluoro-1-(2-phenyl-1H-indol-3-yl)propyl)thiophene-3-sulfonyl fluoride